tert-butyl (2R,6S)-2,6-dimethyl-4-methylsulfonyloxy-piperidine-1-carboxylate C[C@H]1N([C@H](CC(C1)OS(=O)(=O)C)C)C(=O)OC(C)(C)C